N-[(2-pyridyl)trimethylphenyl]methylamine N1=C(C=CC=C1)C=1C(=C(C(=C(C1)NC)C)C)C